4-(4-((1-(benzo[4,5]imidazo[1,2-a]pyrimidin-2-yl)piperidin-4-yl)methyl)piperazin-1-yl)-2-(2,4-dioxotetrahydropyrimidin-1(2H)-yl)isoindoline-1,3-dione N=1C=2N(C=CC1N1CCC(CC1)CN1CCN(CC1)C1=C3C(N(C(C3=CC=C1)=O)N1C(NC(CC1)=O)=O)=O)C1=C(N2)C=CC=C1